C(C1=CC=CC=C1)OC=1C=C(C2=CC=CC=C2C1)N1CC=2N=C(N=C(C2CC1)N1CC(N(CC1)C(C=C)=O)CCO[Si](C1=CC=CC=C1)(C1=CC=CC=C1)C(C)(C)C)OCCN(C)C 1-[4-[7-(3-benzyloxy-1-naphthyl)-2-[2-(dimethyl-amino)ethoxy]-6,8-dihydro-5H-pyrido[3,4-d]pyrimidin-4-yl]-2-[2-[tert-butyl(diphenyl)silyl]oxyethyl]piperazin-1-yl]prop-2-en-1-one